C(C)(C)(C)OC(C(C1=NC(=C(C=C1)S(=O)(=O)CC)C1=NC=2N(C=C1)N=C(C2)C(F)(F)F)C#N)=O 2-cyano-2-(5-(ethylsulfonyl)-6-(2-(trifluoromethyl)pyrazolo[1,5-a]pyrimidin-5-yl)pyridin-2-yl)acetic acid tert-butyl ester